C(C1=CC=CC=C1)(=O)N1[C@H](COC2=C(C1)C(=CC(=C2)C2=NOC(=N2)C(F)(F)F)F)C (3S)-4-benzoyl-6-fluoro-3-methyl-8-[5-(trifluoromethyl)-1,2,4-oxadiazol-3-yl]-3,5-dihydro-2H-1,4-benzoxazepine